CNC(C1=C(C=CC=C1)SC1=CC=C2C(=NN(C2=C1)C(=O)OC(C)(C)C)\C=C\C1=NC=CC=C1)=O N-methyl-2-((3-((E)-2-(2-pyridinyl)vinyl)-1-tert-butoxycarbonyl-1H-indazol-6-yl)thio)benzamide